oxalic acid bis(p-methylbenzyl) ester CC1=CC=C(COC(C(=O)OCC2=CC=C(C=C2)C)=O)C=C1